Cl.C(C1=CC=CC=C1)C1(C(C=CC(=C1)C)O)C 2-benzyl-2,4-dimethylphenol hydrochloride